2-fluoro-1-(3-(3-(pyrimidin-2-ylethynyl)-1H-pyrazolo[3,4-b]pyridin-1-yl)azetidin-1-yl)prop-2-en-1-one FC(C(=O)N1CC(C1)N1N=C(C=2C1=NC=CC2)C#CC2=NC=CC=N2)=C